4-(3-cyclopropyl-1-((3,3-difluorocyclopentyl)methyl)-4-(difluoromethyl)-1H-pyrazole-5-carboxamido)picolinamide C1(CC1)C1=NN(C(=C1C(F)F)C(=O)NC1=CC(=NC=C1)C(=O)N)CC1CC(CC1)(F)F